FC=1C(=CC(=NC1)[C@@H](C)O)OCC (R)-1-(5-fluoro-4-ethoxypyridin-2-yl)ethan-1-ol